FC(C1=CC=C(C=N1)N1C[C@@H](CCC1)NC(OC(C)(C)C)=O)(F)F Tert-butyl (R)-(1-(6-(trifluoromethyl)pyridin-3-yl)piperidin-3-yl)carbamate